tungsten(VI) dioxide dichloride [Cl-].[Cl-].[W+2](=O)=O